C(C)(C)(C)OC(=O)N1C2CN(CC1CC2)C2=NC(=CC=C2)Br 3-(6-Bromopyridin-2-yl)-3,8-diazabicyclo[3.2.1]octane-8-carboxylic acid tert-butyl ester